OC(CN(CCCCC(=O)OCCN1CCN(CC1)CCSSCCCCN(CC(CCCCCCCCCC)O)CC(CCCCCCCCCC)O)CC(CCCCCCCCCCCC)O)CCCCCCCCCCCC 2-(4-(2-((4-(Bis(2-hydroxydodecyl)amino)butyl)disulfaneyl)ethyl)piperazin-1-yl)ethyl 5-(bis(2-hydroxytetradecyl)amino)pentanoate